CN(C(CC(=O)C)=O)C N,N-Dimethylacetoacetamide